9-(1-bromoethyl)-7-methyl-2-morpholino-pyrido[1,2-a]pyrimidin-4-one BrC(C)C1=CC(=CN2C1=NC(=CC2=O)N2CCOCC2)C